CC1=C(OC2=C(C=C(C=C2C1=O)C)[C@@H](C)NC=1C(=NC(=CC1)F)C(=O)NS(=O)(=O)C)C=1C=NN(C1)C 3-[[(1R)-1-[3,6-Dimethyl-2-(1-methylpyrazol-4-yl)-4-oxo-chromen-8-yl]ethyl]amino]-6-fluoro-N-methylsulfonyl-pyridine-2-carboxamide